6-Amino-N-[(1S,9S)-9-ethyl-5-fluoro-9-hydroxy-4-methyl-10,13-dioxo-2,3,9,10,13,15-hexahydro-1H,12H-benzo[de]pyrano[3',4':6,7]indolizino[1,2-b]quinolin-1-yl]hexanamide trifluoroacetate FC(C(=O)O)(F)F.NCCCCCC(=O)N[C@H]1CCC=2C=3C1=C1C(=NC3C=C(C2C)F)C2=CC3=C(C(N2C1)=O)COC([C@]3(O)CC)=O